CNC([C@H](CCCC=1C=NC=CC1)NC(OC(C)(C)C)=O)=O tert-butyl (S)-(1-(methylamino)-1-oxo-5-(pyridin-3-yl)pentan-2-yl)carbamate